1,4-dimethylolcyclohexyl terephthalate C(C1=CC=C(C(=O)[O-])C=C1)(=O)OC1(CCC(CC1)CO)CO